C(C)(C)(C)OC(=O)NC1=CC=C(C=C1)C=1SC=C(N1)C(=O)N[C@@H](CO)C(=O)N[C@@H](C)C(=O)OC Methyl (2-(4-((tert-butoxycarbonyl)amino)phenyl)thiazole-4-carbonyl)-L-seryl-L-alaninate